N[C@H]1C[C@@H](O[C@@H]1CO)N1C=NC=2C(N)=NC=NC12 3'-amino-2',3'-dideoxyadenosine